FC(C=1C(=C(C=CC1)C(C(=O)O)C)C(F)(F)F)F 3-(difluoromethyl)-2-(trifluoromethyl)-phenylpropionic acid